tert-butyl 6-chloro-1H-pyrazolo[4,3-c]pyridine-1-carboxylate ClC1=CC2=C(C=N1)C=NN2C(=O)OC(C)(C)C